(3-bromophenyl)(3,4-dimethoxyphenyl)methanone BrC=1C=C(C=CC1)C(=O)C1=CC(=C(C=C1)OC)OC